tert-Butyl-3-formyl-4-({[2-(trimethylsilyl)ethoxy]carbonyl}amino)-pyrrolidin-1-carboxylat C(C)(C)(C)OC(=O)N1CC(C(C1)NC(=O)OCC[Si](C)(C)C)C=O